ClC1=CC=C(C=C1)CC(=O)NC=1C=NC=CC1C(=O)O 3-{[(4-chlorophenyl)acetyl]amino}-4-pyridinecarboxylic acid